NCC1=NNC(C2=C(C=C(C=C12)C=1C=NN(C1C1=C(C#N)C(=CC(=C1F)Cl)C1(CCC1)F)C)C=C)=O 2-(4-(4-(aminomethyl)-8-vinyl-1-oxo-1,2-dihydrophthalazin-6-yl)-1-methyl-1H-pyrazol-5-yl)-4-chloro-3-fluoro-6-(1-fluorocyclobutyl)benzonitrile